L-2,5-dimethyl-pyrazine CC1=NC=C(N=C1)C